(22E,24S)-Stigmasta-6(5),22(23)-dien-3β-ol CC[C@H](\C=C\[C@@H](C)[C@H]1CC[C@H]2[C@@H]3CC=C4C[C@H](CC[C@]4(C)[C@H]3CC[C@]12C)O)C(C)C